NC1=NN(C2=C(C=C(C(=C12)OC1=C(C=CC(=C1)F)Cl)NC(C1=CC(=CC(=C1)C(F)(F)F)F)=O)CNC1CCC1)C1OCCCC1 N-[3-amino-4-(2-chloro-5-fluorophenoxy)-7-[(cyclobutylamino)methyl]-1-(oxan-2-yl)indazol-5-yl]-3-fluoro-5-(trifluoromethyl)benzamide